ClC1=NC=CC(=N1)NC=1N=CC=2CCC3=C(C2C1F)NC1=C3C(NCC13CN(C3)C)=O 2'-((2-chloropyrimidin-4-yl)amino)-1'-fluoro-1-methyl-6',8',9',11'-tetrahydrospiro[azetidine-3,10'-pyrido[3',4':4,5]pyrrolo[2,3-f]isoquinolin]-7'(5'H)-one